COC(=O)N1CCC2=C1N=C(N=C2C2=C1C(=NC=C2)NC=C1)N1[C@@H](COCC1)C (R)-2-(3-Methylmorpholinyl)-4-(1H-pyrrolo[2,3-b]pyridin-4-yl)-5H-pyrrolo[2,3-d]pyrimidine-7(6H)-carboxylic acid methyl ester